(S)-N-(2,3-difluoro-4-((3-(2-(piperidin-3-ylamino)pyrimidin-4-yl)pyridin-2-yl)oxy)phenyl)-1-(2-methoxyphenyl)methanesulfonamide FC1=C(C=CC(=C1F)OC1=NC=CC=C1C1=NC(=NC=C1)N[C@@H]1CNCCC1)NS(=O)(=O)CC1=C(C=CC=C1)OC